(2-chloropyrimidin-4-yl)-7-cyclopropoxy-6-cyclopropylimidazo[1,2-b]pyridazine ClC1=NC=CC(=N1)C=1N=C2N(N=C(C(=C2)OC2CC2)C2CC2)C1